tert-butyl 4-(3-chloro-1,2,4-thiadiazol-5-yl)piperazine-1-carboxylate ClC1=NSC(=N1)N1CCN(CC1)C(=O)OC(C)(C)C